1-{4-[(2-{3-[(4-methanesulfonyl-2-methoxyphenyl) amino]prop-1-yn-1-yl}-1-(2,2,2-trifluoroethyl)-1H-indol-4-yl) amino]piperidin-1-yl}-3-methoxypropan-2-yl acetate C(C)(=O)OC(CN1CCC(CC1)NC1=C2C=C(N(C2=CC=C1)CC(F)(F)F)C#CCNC1=C(C=C(C=C1)S(=O)(=O)C)OC)COC